FC(C(C(F)(F)F)OC(=O)N1CCC2(CC2C(NC=2N=NC(=CC2)C)=O)CC1)(F)F.BrC1=C(C=C(C=C1)NC(CC)=O)OC N-(4-bromo-3-methoxy-phenyl)propanamide 1,1,1,3,3,3-hexafluoropropan-2-yl-(+)-1-((6-methylpyridazin-3-yl)carbamoyl)-6-azaspiro[2.5]octane-6-carboxylate